OC1=CC=C(C=C1)C1(CC(C2=CC=CC=C12)C1=CC=CC=C1)C1=CC=C(C=C1)O 1,1-di(4-hydroxyphenyl)-3-phenylindane